C(=O)O.C(#N)C=1C(=NC=C(C1C=1C=NC(=CC1)C(F)F)C1=CC(=C(C=C1)OC)O)N1CCC(CC1)NCC1=CC=C(C=C1)/C=C/C(=O)NO (E)-3-(4-(((1-(3'-Cyano-6-(difluoromethyl)-5'-(3-hydroxy-4-methoxyphenyl)-[3,4'-bipyridin]-2'-yl)piperidin-4-yl)amino)methyl)phenyl)-N-hydroxyacrylamide formate